[Ti+4].N1=C(C=CC=C1)CN(CC1=CC(=CC(=C1[O-])C(C)(C)C)C(C)(C)C)CC1=CC(=CC(=C1[O-])C(C)(C)C)C(C)(C)C.N1=C(C=CC=C1)CN(CC1=CC(=CC(=C1[O-])C(C)(C)C)C(C)(C)C)CC1=CC(=CC(=C1[O-])C(C)(C)C)C(C)(C)C 6,6'-(((pyridin-2-ylmethyl)azanediyl)bis(methylene))bis(2,4-di-tert-butylphenolate) titanium